1-(3'-(5-(4-(tert-Butyl)piperazin-1-yl)-6-(methylamino)pyridin-3-yl)-3-chloro-5'-fluoro-2'-hydroxy-[1,1'-biphenyl]-4-yl)-3-methyl-1H-imidazol-2(3H)-one C(C)(C)(C)N1CCN(CC1)C=1C=C(C=NC1NC)C=1C(=C(C=C(C1)F)C1=CC(=C(C=C1)N1C(N(C=C1)C)=O)Cl)O